2-benzylsulfanyl-5-cyclopropylsulfonyl-thiophene C(C1=CC=CC=C1)SC=1SC(=CC1)S(=O)(=O)C1CC1